FCCOC methyl fluoroethyl ether